C(C)(C)C1=C(NC2=C1N=C(S2)C2CCN(CC2)CCS(=O)(=O)C)C=2C=C(C=1N(C2)N=CN1)OC 6-isopropyl-5-(8-methoxy-[1,2,4]triazolo[1,5-a]pyridin-6-yl)-2-(1-(2-(methylsulfonyl)ethyl)piperidin-4-yl)-4H-pyrrolo[3,2-d]thiazole